FC1=CC=C(C=C1)[C@H](C(C)C)NC(CN1N=CC2=C(C1=O)C=CS2)=O (S)-N-(1-(4-fluorophenyl)-2-methylpropyl)-2-(4-oxothieno[2,3-d]pyridazin-5(4H)-yl)acetamide